3-(bromomethyl)-5,6,7,8-tetrahydroisoquinoline BrCC=1N=CC=2CCCCC2C1